5-cyclopropyl-4-(((7-(1-(3,5-dichlorophenyl)propyl)-7-azaspiro[3.5]nonan-2-yl)methoxy)methyl)-N-(ethylsulfonyl)-2-fluorobenzamide C1(CC1)C=1C(=CC(=C(C(=O)NS(=O)(=O)CC)C1)F)COCC1CC2(C1)CCN(CC2)C(CC)C2=CC(=CC(=C2)Cl)Cl